8-(cyclopropylmethylsulfonyl)-1,3,7-trimethyl-1H-purine-2,6(3H,7H)-dione C1(CC1)CS(=O)(=O)C1=NC=2N(C(N(C(C2N1C)=O)C)=O)C